5-chloro-2-(2-chloro-4-fluorophenyl)-1-ethyl-6-oxo-1,6-dihydropyridine-3-carbaldehyde cyclopropyl-L-alaninate HCl salt Cl.C1(CC1)N[C@@H](C)C(=O)O.ClC1=CC(=C(N(C1=O)CC)C1=C(C=C(C=C1)F)Cl)C=O